2-chloro-N-[(3R,4S)-4-fluoro-1-(pyridine-2-carbonyl)pyrrolidin-3-yl]benzamide ClC1=C(C(=O)N[C@@H]2CN(C[C@@H]2F)C(=O)C2=NC=CC=C2)C=CC=C1